2-(pyridine-2-yl)aniline N1=C(C=CC=C1)C1=C(N)C=CC=C1